CN1C=CC=2C1=NC=C(C2C)C(=O)OC methyl 1,4-dimethylpyrrolo[2,3-b]pyridine-5-carboxylate